[N+](=O)([O-])CC1=C(C(=C(S(=O)(=O)O)C=C1)CC1=CC=CC=C1)[N+](=O)[O-].S(=O)(=O)(OC(C1=CC=CC=C1)([N+](=O)[O-])[N+](=O)[O-])C1=CC=C(C)C=C1 dinitrobenzyl tosylate (dinitrobenzyl tosylate)